OB1OC(C2=C1C=C(C=C2)C(=O)NCC=2C=C(C(=O)N[C@@H](CCC(=O)O)C(=O)O)C=C(C2)CNC(=O)C=2C=CC1=C(B(OC1(C)C)O)C2)(C)C (3,5-bis((1-hydroxy-3,3-dimethyl-1,3-dihydrobenzo[c][1,2]oxaborole-6-carboxamido)methyl)benzoyl)glutamic acid